(2R)-2-({[(1,1-dimethyl-ethyl)oxy]carbonyl}amino)butanoic acid CC(C)(C)OC(=O)N[C@@H](C(=O)O)CC